ClC1=C(C=C(C=C1F)C=1C(=NN2C1N=C(NC2=O)OCC(F)F)C2OCCCC2)F 8-(4-chloro-3,5-difluorophenyl)-2-(2,2-difluoroethoxy)-7-[oxan-2-yl]-3H-pyrazolo[1,5-a][1,3,5]triazin-4-one